C1(=CC=CC=C1)C1=COC2=C(C1=O)C=CC=C2 3-phenyl-4H-1-benzopyran-4-one